FC=1C=C2C(=NC1OC1=NC=C(C=C1OCC(F)(F)F)F)N(C(=N2)C(=O)NC2(CCS(CC2)(=O)=O)C)C 6-fluoro-5-((5-fluoro-3-(2,2,2-trifluoroethoxy)pyridin-2-yl)oxy)-3-methyl-N-(4-methyl-1,1-dioxidotetrahydro-2H-thiopyran-4-yl)-3H-imidazo[4,5-b]pyridine-2-carboxamide